N-(2-((3-chloro-2-fluorobenzyl)amino)-2-oxoethyl)-2-(1H-indol-3-yl)-N-isopropylacetamide ClC=1C(=C(CNC(CN(C(CC2=CNC3=CC=CC=C23)=O)C(C)C)=O)C=CC1)F